Neoamylamine C(C(C)(C)C)N